C(C)(C)(C)C1=C(C(=CC(=C1)C)C(C)(C)C)[O-].[Na+] sodium 2,6-di(tert.-butyl)-4-methylphenolate